FC1(C[C@H](CN(C1)C(=O)OC(C)(C)C)N1C(CCCC1=O)C)F tert-Butyl (3'R)-5',5'-difluoro-2-methyl-6-oxo[1,3'-bipiperidine]-1'-carboxylate